C1(CCCC1)N1C(CN(C=2C(N[C@](NC12)(N)NC1=C(C=C2CCCN(C2=C1)C(CN1CCN(CC1)C)=O)OC)=O)C)CC (R)-8-cyclopentyl-7-ethyl-2-{{6-methoxy-1-[2-(4-methylpiperazin-1-yl)acetyl]-1,2,3,4-tetrahydroquinolin-7-yl}amino}-5-methyl-7,8-dihydropterin